O=C1N(N=C(C2=CC=CC=C12)C=1C=C(C=CC1)NS(=O)(=O)CC)C1=CC=C(C=C1)C(F)(F)F N-(3-(4-Oxo-3-(4-(trifluoromethyl)phenyl)-3,4-dihydrophthalazin-1-yl)phenyl)ethanesulfonamide